C(C)OC(=O)N1CC(C(C1)=O)CCCCl 3-(3-chloropropyl)-4-oxo-pyrrolidine-1-carboxylic acid ethyl ester